C(C)(C)(C)C=1C(=NN2C(=NN=CC21)C2=NOC(=C2)C)OCC2=NC=C(C(=O)N(C)C)C=C2 6-((3-tert-butyl-7-(5-methylisoxazol-3-yl)pyrazolo[1,5-d][1,2,4]triazin-2-yl-oxy)methyl)-N,N-dimethylnicotinamide